(1S,3R,4S)-N-((S)-1-cyano-2-((S)-2-oxopyrrolidin-3-yl)ethyl)-2-(4-(difluoromethyl)-1H-indole-2-carbonyl)-5,5-difluoro-2-azabicyclo[2.2.2]octane-3-carboxamide C(#N)[C@H](C[C@H]1C(NCC1)=O)NC(=O)[C@@H]1N([C@@H]2CC([C@H]1CC2)(F)F)C(=O)C=2NC1=CC=CC(=C1C2)C(F)F